cyclopropyl-5-(4,4,5,5-tetramethyl-1,3,2-dioxaborolan-2-yl)-1H-pyrazole C1(CC1)N1N=CC=C1B1OC(C(O1)(C)C)(C)C